2,2'-diamino-4,4'-biphenyl-dicarboxylic acid NC1=C(C=CC(=C1)C(=O)O)C1=C(C=C(C=C1)C(=O)O)N